N1=CC(=CC=C1)C=1NC(NN1)=S 5-(pyridin-3-yl)-2,4-dihydro-3H-1,2,4-triazole-3-thione